FC1=C(C=CC=C1)C(CC(C=O)C)(CC=C(C)C)C 4-(2-fluorophenyl)-2,4,7-trimethyloct-6-enal